C(\C=C\C(=O)O)(=O)O.C(C)C1=C(N=C(C(=N1)C(=O)N)NC1=CC(=C(C=C1)N1CCC(CC1)N1CCN(CC1)C)OC)NC1CCOCC1.C(C)C1=C(N=C(C(=N1)C(=O)N)NC1=CC(=C(C=C1)N1CCC(CC1)N1CCN(CC1)C)OC)NC1CCOCC1 6-ethyl-3-({3-methoxy-4-[4-(4-methylpiperazin-1-yl)piperidin-1-yl]phenyl}amino)-5-(tetrahydro-2H-pyran-4-ylamino)pyrazine-2-carboxamide hemi-fumarate